4-methylthiazole-5-carboxylic acid tert-butyl ester C(C)(C)(C)OC(=O)C1=C(N=CS1)C